(R)-N-acetoxy-5-(1-aminoethyl)thiophene-3-carboximidamide hydrochloride Cl.C(C)(=O)ONC(=N)C1=CSC(=C1)[C@@H](C)N